COC=1C=C(C=CC2=NC(=NC(=N2)C(Cl)(Cl)Cl)C(Cl)(Cl)Cl)C=CC1OC 2-(3,4-dimethoxystyryl)-4,6-bis(trichloromethyl)1,3,5-triazine